(S)-1-(2-(8-amino-1-(2-chloro-4-(pyrazin-2-yloxy)benzoyl)imidazo[1,5-a]pyrazin-3-yl)pyrrolidin-1-yl)but-2-yn-1-one NC=1C=2N(C=CN1)C(=NC2C(C2=C(C=C(C=C2)OC2=NC=CN=C2)Cl)=O)[C@H]2N(CCC2)C(C#CC)=O